trans-tert-butyl 4-(4-benzylpiperazin-1-yl)cyclohexane-1-carboxylate C(C1=CC=CC=C1)N1CCN(CC1)[C@@H]1CC[C@H](CC1)C(=O)OC(C)(C)C